1-(4-(4-AMINO-1-(OXETAN-3-YL)-1H-PYRAZOLO[3,4-D]PYRIMIDIN-3-YL)PHENYL)-3-(3-METHYL-4-MORPHOLINOPHENYL)UREA NC1=C2C(=NC=N1)N(N=C2C2=CC=C(C=C2)NC(=O)NC2=CC(=C(C=C2)N2CCOCC2)C)C2COC2